C1CC12CN(CC2)C2=CC=1NC(C3N(C1N=C2)CCNC3)=O 3-(5-azaspiro[2.4]heptan-5-yl)-7,8,9,10-tetrahydro-5H-pyrazino[1,2-a]pyrido[3,2-e]pyrazin-6(6aH)-one